3,4-dimethoxyphenyl-glyoxal monohydrate O.COC=1C=C(C=CC1OC)C(=O)C=O